C(C)OC(\C(=C/OCC)\C(C1=C(C=C(C(=C1)Cl)F)F)=O)=O (2Z)-2-[(Z)-5-chloro-2,4-difluorobenzoyl]-3-ethoxyprop-2-enoic acid ethyl ester